FC(C1=NN=C(O1)C=1C=NC(=NC1)NC=1C=C(C2=C(N(C=N2)C(CO)C)C1)C1=CC=CC=C1)F 2-(6-((5-(5-(difluoromethyl)-1,3,4-oxadiazol-2-yl)pyrimidin-2-yl)amino)-4-phenyl-1H-benzo[d]imidazol-1-yl)propan-1-ol